[Si](C)(C)(C(C)(C)C)OCC=1C=C(C=C(C1C)Cl)NC(=O)NCC=1C=C2C(N(CC2=CC1)C1C(NC(CC1)=O)=O)=O 1-(3-(((tert-butyldimethylsilyl)oxy)methyl)-5-chloro-4-methylphenyl)-3-((2-(2,6-dioxopiperidin-3-yl)-3-oxoisoindolin-5-yl)methyl)urea